tert-butyl (2S)-7-methyl-6-(2-methyl-2H-tetrazol-5-yl)-3,4-dihydro-1H-spiro[1,8-naphthyridine-2,3'-pyrrolidine]-1'-carboxylate CC1=C(C=C2CC[C@]3(CN(CC3)C(=O)OC(C)(C)C)NC2=N1)C=1N=NN(N1)C